pyrazolo[1,5-a]pyridine-5-yltrifluoromethanesulfonate N1=CC=C2N1C=CC(=C2)OS(=O)(=O)C(F)(F)F